(S)-4-(5-(5-fluoro-2-methoxypyridin-4-yl)-1H-pyrazole-3-carbonyl)-N-((S)-1-(oxetan-3-yl)piperidin-3-yl)-4-azaspiro[2.5]octane-7-carboxamide FC=1C(=CC(=NC1)OC)C1=CC(=NN1)C(=O)N1C2(CC2)C[C@H](CC1)C(=O)N[C@@H]1CN(CCC1)C1COC1